CC1=NC(=CC(=N1)N1CC2(CN(C2)C2=CN=C3C(=N2)N(N=C3)CC(F)(F)F)CC1)C(F)(F)F 6-[2-methyl-6-(trifluoromethyl)pyrimidin-4-yl]-2-[1-(2,2,2-trifluoroethyl)-1H-pyrazolo[3,4-b]pyrazin-6-yl]-2,6-diazaspiro[3.4]octane